FC=1C=C(C=CC1F)NC(=O)N1C[C@@H](CCC1)NC(C(=O)C=1N(C(=C(C1C)C(NC1=CC(=C(C=C1)F)C)=O)C)C)=O (R)-N-(3,4-difluorophenyl)-3-(2-(4-((4-fluoro-3-methylphenyl)carbamoyl)-1,3,5-trimethyl-1H-pyrrol-2-yl)-2-oxoacetamido)piperidine-1-carboxamide